C(C1=CC=CC=C1)[C@@H]1N=C(OC1)[C@H](CC1=CC=CC=C1)NC(C)=O N-((S)-1-((S)-4-benzyl-4,5-dihydrooxazol-2-yl)-2-phenylethyl)acetamide